tert-butyl (1R,2S,4R,5S)-7,9-diazatricyclo[3.3.1.02,4]nonane-9-carboxylate [C@@H]12[C@H]3C[C@H]3[C@@H](CNC1)N2C(=O)OC(C)(C)C